FC1=C(OC=2N=CC(=NC2)NC([C@H](C)N2CC(N(CC2)C(=O)[C@@H]2CCC3=C(N(C=N3)C)C2)(C)C)=O)C=CC(=C1)F (S)-N-(5-(2,4-difluorophenoxy)pyrazin-2-yl)-2-(3,3-dimethyl-4-((R)-1-methyl-4,5,6,7-tetrahydro-1H-benzo[d]imidazole-6-carbonyl)piperazin-1-yl)propanamide